C[C@@]12CC[C@@]3(C4=C(CC[C@]3([C@@H]1CC(CC2)(C)C)C)[C@]5(CC[C@@H](C([C@@H]5CC4)(C)C)O)C)C The molecule is a pentacyclic triterpenoid that is oleanan-3-ol lacking the methyl group at position 8, which has a double bond between positions 8 and 9, and which is substituted by an alpha-methyl group at position 13. It is a pentacyclic triterpenoid and a secondary alcohol.